2-[4-(nitromethyl)tetrahydrothiopyran-4-yl]ethyl acetate C(C)(=O)OCCC1(CCSCC1)C[N+](=O)[O-]